(1-cyclopropyl-1H-pyrazol-4-yl)pyrimidin-4-amine C1(CC1)N1N=CC(=C1)C1=NC=CC(=N1)N